1-phenyl-2,3-epoxypropane C1(=CC=CC=C1)CC1CO1